C(C=C)N1C(O[C@@H]([C@@H]1C)C1=CC=CC=C1)=O (4S,5R)-3-allyl-4-methyl-5-phenyloxazolidin-2-one